ClC=1C=C2C(=CN=C(C2=CN1)N1CC(C1)CC(=O)NC)C(C)C 2-(1-(6-chloro-4-isopropyl-2,7-naphthyridin-1-yl)azetidin-3-yl)-N-methylacetamide